[Cl-].[Cl-].C[Si](=[Zr+2](C1C=CC2=CC=CC=C12)C1C=CC2=CC=CC=C12)C dimethylsilylene(bis-indenyl)zirconium dichloride